trans-3-hydroxycyclobutylcarboxylic acid methyl ester COC(=O)[C@@H]1C[C@H](C1)O